N1C[C@H](CCC1)NC1=NC=C(C(=N1)C1=CNC2=NC(=CC=C21)C2CCOCC2)C(F)(F)F (S)-N-(piperidin-3-yl)-4-(6-(tetrahydro-2H-pyran-4-yl)-1H-pyrrolo[2,3-b]pyridine-3-yl)-5-(trifluoromethyl)pyrimidin-2-amine